C(C)OC1=CC=C(C=C1)C1=C(N=C(S1)N)C1=C(N=C2N1C=CC=C2)C (4-ethoxyphenyl)-4-(2-methylimidazo[1,2-A]pyridine-3-yl)thiazole-2-amine